C=1N=CN2C1C1=CC=CC=C1[C@H]2[C@H]2[C@@H](COCC2)O (3S,4S)-4-((R)-5H-Imidazo[5,1-a]isoindol-5-yl)-tetrahydro-2H-pyran-3-ol